4-[8-amino-3-[4-(but-2-ynoylamino)butanoyl]imidazo[1,5-a]pyrazin-1-yl]-N-pyridin-2-ylbenzamide NC=1C=2N(C=CN1)C(=NC2C2=CC=C(C(=O)NC1=NC=CC=C1)C=C2)C(CCCNC(C#CC)=O)=O